ClC1=C(C=CC=C1CN1CC2(CC1)CCN(CC2)C(=O)N2N=C(C=C2)C(=O)O)C2=CC=CC=C2 1-(2-((2-chloro-[1,1'-biphenyl]-3-yl)methyl)-2,8-diazaspiro[4.5]decane-8-carbonyl)-1H-pyrazole-3-carboxylic acid